NCCC1CN(CCN1)C1=CC=CC=2OCCOC21 5-(3-(2-aminoethyl)piperazin-1-yl)-2,3-dihydro-1,4-benzodioxine